4-amino-N-cyclohexyl-butyramide hydrochloride Cl.NCCCC(=O)NC1CCCCC1